N-((3R,5S)-5-((1H-pyrazol-1-yl)methyl)pyrrolidin-3-yl)-5-(3-cyanophenyl)oxazole-2-carboxamide TFA salt OC(=O)C(F)(F)F.N1(N=CC=C1)C[C@@H]1C[C@H](CN1)NC(=O)C=1OC(=CN1)C1=CC(=CC=C1)C#N